[Sc].[La].[W] tungsten-lanthanum-scandium